C(C)O[C@@H]1CN(CC[C@@H]1OC1=NC=C(C=C1)OC(C)C)C1=CC(N(C=2C=CC(=NC12)C#N)C)=O cis-8-(3-Ethoxy-4-((5-isopropoxypyridin-2-yl)oxy)piperidin-1-yl)-5-methyl-6-oxo-5,6-dihydro-1,5-naphthyridin-2-carbonitril